2-(10-bromoanthracene-9-yl)-7-chlorodibenzofuran BrC1=C2C=CC=CC2=C(C2=CC=CC=C12)C1=CC2=C(OC3=C2C=CC(=C3)Cl)C=C1